BrC1=NN(C(=N1)C=1N=C2N(C=CC(=N2)C(=O)OC)C1C=1C=NN(C1)C1OCCCC1)CC1=CC=C(C=C1)OC methyl 2-(3-bromo-1-(4-methoxybenzyl)-1H-1,2,4-triazol-5-yl)-3-(1-(tetrahydro-2H-pyran-2-yl)-1H-pyrazol-4-yl)imidazo[1,2-a]pyrimidine-7-carboxylate